2-ACETAMIDO-5-AMINOPHENYLBORONIC ACID C(C)(=O)NC1=C(C=C(C=C1)N)B(O)O